N-(9-fluorenylmethyl)piperidine C1=CC=CC=2C3=CC=CC=C3C(C12)CN1CCCCC1